2-bromo-3-chloro-5H,6H,7H-pyrazolo[1,5-a]pyrazin-4-one BrC1=NN2C(C(NCC2)=O)=C1Cl